7-(bicyclo[2.2.1]hept-5-en-2-ylmethoxy)-2H-benzopyran-2-one C12C(CC(C=C1)C2)COC2=CC1=C(C=CC(O1)=O)C=C2